(R)-(3-(4-amino-(4-phenoxyphenyl)-1H-pyrazolo[3,4-d]pyrimidin-1-yl)piperidin-1-yl)acetone NC1=C2C(=NC=N1)N(N=C2C2=CC=C(C=C2)OC2=CC=CC=C2)[C@H]2CN(CCC2)CC(C)=O